(1R,2S)-3,3-bis(fluoromethyl)-2-((S)-5H-imidazo[5,1-a]isoindol-5-yl)cyclobutane-1-ol FCC1([C@H]([C@@H](C1)O)[C@@H]1N2C(C3=CC=CC=C13)=CN=C2)CF